ClC=1C=C(C=C2C(=C(C=NC12)C#N)NCC(C)(C)C)N[C@H](C=1N=NN(C1)C1(CC1)C(F)(F)F)C=1C(=NC(=CC1)C)C (S)-8-chloro-6-(((2,6-dimethylpyridin-3-yl)(1-(1-(trifluoromethyl)cyclopropyl)-1H-1,2,3-triazol-4-yl)methyl)amino)-4-(neopentylamino)quinoline-3-carbonitrile